6-[1-(2-Fluoro-6-methyl-phenyl)-piperidin-4-yl]-1-(2-trimethylsilanyl-ethoxymethyl)-1,4,6,7-tetrahydro-pyrazolo[4,3-d]pyrimidin-5-one FC1=C(C(=CC=C1)C)N1CCC(CC1)N1C(NC2=C(C1)N(N=C2)COCC[Si](C)(C)C)=O